3-(2-Aminoquinazolin-6-yl)-N-(4-((dimethylamino)methyl)-3-(trifluoromethyl)phenyl)-4-methylbenzamide NC1=NC2=CC=C(C=C2C=N1)C=1C=C(C(=O)NC2=CC(=C(C=C2)CN(C)C)C(F)(F)F)C=CC1C